C1(=CC=CC=C1)[C@@H]1NS(OC2=C1C=CC=C2)(=O)=O (S)-(-)-4-Phenyl-3,4-dihydrobenzo[e][1,2,3]oxathiazine 2,2-dioxide